7-((6-(2,6-Dimethylmorpholino)naphthalen-2-yl)amino)-4-methyl-2H-benzo[b][1,4]oxazin-3(4H)-one CC1OC(CN(C1)C=1C=C2C=CC(=CC2=CC1)NC=1C=CC2=C(OCC(N2C)=O)C1)C